6-mercapto-1,3-dimethyluracil SC1=CC(N(C(N1C)=O)C)=O